benzo[b][1,4]Dioxepane O1C2=C(OCCC1)C=CC=C2